N-(4-(1-((3-methyloxetan-3-yl)methyl)-1,2,3,6-tetrahydropyridin-4-yl)-1H-pyrrolo[2,3-b]pyridin-6-yl)cyclopropylcarboxamide CC1(COC1)CN1CCC(=CC1)C1=C2C(=NC(=C1)NC(=O)C1CC1)NC=C2